1-(tert-butyl)-N-(2-((4-(6-(cis-2,6-dimethylmorpholino)pyridin-2-yl)thiazol-2-yl)amino)-2-oxoethyl)-1H-pyrrole-3-carboxamide C(C)(C)(C)N1C=C(C=C1)C(=O)NCC(=O)NC=1SC=C(N1)C1=NC(=CC=C1)N1C[C@@H](O[C@@H](C1)C)C